hydroxy-17-oxoandrostan OC[C@@]12C(CC[C@H]1[C@@H]1CCC3CCCC[C@]3(C)[C@H]1CC2)=O